3-[6-[4-(3,9-diazaspiro[5.5]undecan-3-ylmethyl)-1-piperidyl]-1,7-dimethyl-indazol-3-yl]piperidine-2,6-dione C1CN(CCC12CCNCC2)CC2CCN(CC2)C2=CC=C1C(=NN(C1=C2C)C)C2C(NC(CC2)=O)=O